N-((5-phenyl-1,3,4-thiadiazol-2-yl)methyl)-1-(1H-pyrazol-4-yl)-1H-1,2,3-triazole-4-carboxamide C1(=CC=CC=C1)C1=NN=C(S1)CNC(=O)C=1N=NN(C1)C=1C=NNC1